(Z)-4-(Benzo[b]thiophen-4-yloxy)-7-((fluoromethyl)sulfonyl)-N-(3-methoxypropyl)-2,3-dihydro-1H-inden-1-imine S1C2=C(C=C1)C(=CC=C2)OC2=C1CC/C(/C1=C(C=C2)S(=O)(=O)CF)=N/CCCOC